(S)-3-(5-bromo-2,4-difluorophenyl)-2-((R)-1-(tert-butoxycarbonyl)pyrrolidin-3-yl)propanoic acid BrC=1C(=CC(=C(C1)C[C@H](C(=O)O)[C@@H]1CN(CC1)C(=O)OC(C)(C)C)F)F